COC1=C(C(=CC=C1)OC)C(C(C)C)(O)C1=CC=CC=C1 1-(2,6-dimethoxy-phenyl)-2-methyl-1-phenyl-1-propanol